6-(((tert-butyldimethylsilyl)oxy)methyl)pyridin-2-yl-4-methylpentanamide [Si](C)(C)(C(C)(C)C)OCC1=CC=CC(=N1)C(C(=O)N)CC(C)C